4-bromo-6-iodopyridazine-3-amine BrC1=C(N=NC(=C1)I)N